(S)-3-((1S,4S)-2-oxa-5-azabicyclo[2.2.1]heptan-5-ylmethyl)-10-bromo-9-chloro-7-hydroxy-2H-[1,4]thiazino[2,3,4-ij]quinazolin-5(3H)-one [C@@H]12OC[C@@H](N(C1)C[C@H]1CSC=3C(=C(C=C4C(=NC(N1C34)=O)O)Cl)Br)C2